((6-(2-chloro-6-propyl-7H-pyrrolo[2,3-d]pyrimidin-7-yl)pyridin-2-yl)imino)dimethyl-λ6-sulfanone potassium 3-[(2,3-dihydrothieno[3,4-b]-[1,4]dioxin-2-yl)methoxy]-1-propanesulfonate O1C=2C(OCC1COCCCS(=O)(=O)[O-])=CSC2.[K+].ClC=2N=CC1=C(N2)N(C(=C1)CCC)C1=CC=CC(=N1)N=S(=O)(C)C